7-hydroxy-4-methyl-2H-benzopyran OC1=CC2=C(C(=CCO2)C)C=C1